δ-aminolevulinate NCC(CCC(=O)[O-])=O